C(CCCCC)C=1N=NN(C1)C=1C=CC(=C(C=O)C1)OC(F)(F)F 5-(4-hexyl-1H-1,2,3-triazol-1-yl)-2-(trifluoro-methoxy)benzaldehyde